4-{[(3S,5S)-5-fluoropiperidin-3-yl]amino}-6-{4-[(1-hydroxycyclopropyl)methoxy]phenyl}pyrido[3,2-d]pyrimidine-8-carboxamide F[C@H]1C[C@@H](CNC1)NC=1C2=C(N=CN1)C(=CC(=N2)C2=CC=C(C=C2)OCC2(CC2)O)C(=O)N